2-(5-bromo-2-fluorophenyl)acetic acid BrC=1C=CC(=C(C1)CC(=O)O)F